NCC1=NNC(C2=CC=C(C=C12)C1(CC1)C(=O)N1[C@H](CCC[C@H]1C1=NC=C(C=C1)C(F)(F)F)C)=O |r| (±)-4-(aminomethyl)-6-(1-((2S,6S)-2-methyl-6-(5-(trifluoromethyl)pyridin-2-yl)piperidine-1-carbonyl)cyclopropyl)phthalazin-1(2H)-one